CC1C(CC(C(C1)C)C)C 1,2,4,5-Tetramethyl-cyclohexane